(4R)-N-((1R)-2-hydroxy-2-methyl-2,3-dihydro-1H-inden-1-yl)-4-(2-imino-4,4-dimethyl-6-oxotetrahydropyrimidin-1(2H)-yl)-2,2-dimethylchromane-6-carboxamide OC1([C@@H](C2=CC=CC=C2C1)NC(=O)C=1C=C2[C@@H](CC(OC2=CC1)(C)C)N1C(NC(CC1=O)(C)C)=N)C